2-(2,6-dioxopiperidin-3-yl)-4,7-difluoro-5-(4-(piperidin-4-ylmethyl)piperazin-1-yl-2,2,3,3,5,5,6,6-d8)isoindoline-1,3-dione O=C1NC(CCC1N1C(C2=C(C=C(C(=C2C1=O)F)N1C(C(N(C(C1([2H])[2H])([2H])[2H])CC1CCNCC1)([2H])[2H])([2H])[2H])F)=O)=O